ClC1=NC(=C2N=C(N(C2=N1)C)C)Cl 2,6-dichloro-8,9-dimethyl-9H-purine